((3-[1-(3,5-dimethylisoxazol-4-yl)methyl]pyrazol-4-yl)-1-[3-hydroxyphenyl]methyl)imidazolidine-2,4-dione CC1=NOC(=C1CC1=NNC=C1C(C1=CC(=CC=C1)O)N1C(NC(C1)=O)=O)C